N[C@H](C(=O)OC)CC1=CC=C(C=C1)C1=C(C(=NC=C1)C)C Methyl (S)-2-amino-3-(4-(2,3-dimethylpyridin-4-yl)phenyl)propionate